methyl (2s,3s)-3-((4-bromophenyl) amino)-3-(4-chlorophenyl)-2-(6-chloropyridin-3-yl)-2-hydroxypropionate BrC1=CC=C(C=C1)N[C@H]([C@@](C(=O)OC)(O)C=1C=NC(=CC1)Cl)C1=CC=C(C=C1)Cl